C1(CCC1)NC1=CC(=CC=C1)N1C(=NC2=C1C=CC=C2)C#C[Si](C(C)C)(C(C)C)C(C)C N-cyclobutyl-3-(2-((triisopropylsilyl)ethynyl)-1H-benzo[d]imidazol-1-yl)aniline